3-methyl-5-(N-(2-fluoro-6-chlorobenzyl)-N-phenylethylsulfamoyl)benzofuran-2-carboxylic acid CC1=C(OC2=C1C=C(C=C2)S(N(CCC2=CC=CC=C2)CC2=C(C=CC=C2Cl)F)(=O)=O)C(=O)O